4-methylenepyrrolidine C=C1CCNC1